1,1,1,3,3,3-hexafluoro-propan-2-yl (±)-1-(2-(trifluoromethyl)-5,6,7,8-tetrahydro-pyrido[3,4-d]pyrimidine-7-carbonyl)-6-azaspiro[2.5]octane-6-carboxylate FC(C=1N=CC2=C(N1)CN(CC2)C(=O)[C@@H]2CC21CCN(CC1)C(=O)OC(C(F)(F)F)C(F)(F)F)(F)F |r|